tert-butyl (3R)-3-([8-carbamoyl-6-[4-(hydroxymethyl) phenyl] pyrido[3,2-d]pyrimidin-4-yl] amino)-4,4-difluoropiperidine-1-carboxylate C(N)(=O)C1=CC(=NC2=C1N=CN=C2N[C@@H]2CN(CCC2(F)F)C(=O)OC(C)(C)C)C2=CC=C(C=C2)CO